1,3-dimethyl-3,4,5,6-tetrahydropyrimidine-2(1H)-one CN1C(N(CCC1)C)=O